NC(CNC(=O)C1=NC(=CN=C1)C=1NC2=CC(=C(C=C2C1C)Cl)F)(C)C N-(2-amino-2-methylpropyl)-6-(5-chloro-6-fluoro-3-methyl-1H-indol-2-yl)pyrazine-2-carboxamide